ClC=1N=C(SC1C=1C(=NN2C1N=C(C=C2C(CC)CC)C([2H])([2H])[2H])C)N2CCOCC2 4-(4-chloro-5-(2-methyl-5-(methyl-d3)-7-(pentan-3-yl)pyrazolo[1,5-a]pyrimidin-3-yl)thiazol-2-yl)morpholine